C(=O)C1CCN(CC1)C1=NOC(=C1)C(C(=O)OCC)C(C)C ethyl 2-(3-(4-formylpiperidin-1-yl)isoxazol-5-yl)-3-methylbutanoate